Tert-butyl 2-[4-[[4-(3-hydroxy-3-methyl-1-piperidyl)-5-(trifluoromethyl)pyrimidin-2-yl]amino]-3-methyl-phenyl]sulfonyl-7-azaspiro[3.5]nonane-7-carboxylate OC1(CN(CCC1)C1=NC(=NC=C1C(F)(F)F)NC1=C(C=C(C=C1)S(=O)(=O)C1CC2(C1)CCN(CC2)C(=O)OC(C)(C)C)C)C